difluoroboric acid B(O)(F)F